pivaloyloxymethyl butyrate (pivaloyl methacrylate) C(C(C)(C)C)(=O)C=C(C(=O)O)C.C(CCC)(=O)OCOC(C(C)(C)C)=O